methyl 2-(chloromethyl)-1-(tetrahydrofuran-3-yl)-1H-benzo[d]imidazole-6-carboxylate ClCC1=NC2=C(N1C1COCC1)C=C(C=C2)C(=O)OC